5-[3-(1H-imidazol-4-yl)-7-methoxyimidazo[1,2-a]pyrimidin-2-yl]-3-(trifluoromethyl)-1H-1,2,4-triazole N1C=NC(=C1)C1=C(N=C2N1C=CC(=N2)OC)C2=NC(=NN2)C(F)(F)F